CC1([C@H]2CCC([C@@H]1C2)=C)C (1S,5S)-6,6-dimethyl-2-methylene-norpinane